C(C)C1=C(C=CC(=N1)N)C1=CC=CC2=CC=3CCCCC3N=C12 6-ethyl-5-(5,6,7,8-tetrahydroacridin-4-yl)pyridin-2-amine